4-[2-[2,6-dimethyl-4-[5-methyl-1-[4-(trifluoromethoxy)phenyl]pyrazol-3-yl]piperazin-1-yl]ethyl]morpholine CC1N(C(CN(C1)C1=NN(C(=C1)C)C1=CC=C(C=C1)OC(F)(F)F)C)CCN1CCOCC1